tert-butyl 3-chlorosulfonylazetidine-1-carboxylate ClS(=O)(=O)C1CN(C1)C(=O)OC(C)(C)C